C1(CC1)C1=C(NC=C1C1=CC(=CC=C1)OC)C(=O)OCC ethyl 3-cyclopropyl-4-(3-methoxyphenyl)-1H-pyrrole-2-carboxylate